(R)-3-amino-butanoate hydrochloride Cl.N[C@@H](CC(=O)O)C